B1=BB=CC=C1 triborinine